(5-(1H-Pyrrolo[2,3-b]pyridin-3-yl)pyrazolo[1,5-a]pyridin-3-yl)(2,6-diazaspiro[3.3]heptan-2-yl)methanone N1C=C(C=2C1=NC=CC2)C2=CC=1N(C=C2)N=CC1C(=O)N1CC2(C1)CNC2